3,6,11,14-tetrabromodibenzo[g,p]chrysene BrC1=CC2=C(C=3C4=CC=C(C=C4C4=C(C3C=3C=CC(=CC23)Br)C=CC(=C4)Br)Br)C=C1